ON(NC(C)C)O N,N-dihydroxyisopropylhydrazine